BrC=1C(=C(C=O)C=CC1)N(CC#C)C bromo-2-(methyl-(prop-2-yn-1-yl)amino)benzaldehyde